FC1=CC(=C(C=C1)C=1C2=C(C(=NC1NC=1C=C(C=CC1)NC(C=C)=O)C=1C=C3CCNCC3=CC1)C=CS2)OCCOC N-[3-[[7-[4-fluoro-2-(2-methoxyethoxy)phenyl]-4-(1,2,3,4-tetrahydroisoquinolin-6-yl)thieno[3,2-c]pyridin-6-yl]amino]phenyl]prop-2-enamide